CN1OC(C2=C1C=CC=C2)N2C(C1(OCCO1)C1=CC=CC=C21)=O 1-(1-methyl-1,3-dihydrobenzo[c]isoxazol-3-yl)spiro[indoline-3,2'-[1,3]dioxolane]-2-one